methyl 5-((4-((4-morpholinopyridin-2-yl) amino)-7-methoxyquinazolin-6-yl) amino)-5-oxopentanoate O1CCN(CC1)C1=CC(=NC=C1)NC1=NC=NC2=CC(=C(C=C12)NC(CCCC(=O)OC)=O)OC